ClC1=CC=C(C=C1)C(C(=O)C1=CC=CC=C1)CCC(=O)C1=CC=CC=C1 (4-chlorophenyl)-1,5-diphenylpentane-1,5-dione